NC1=C(C=C(C=C1)C=1C(CC(NN1)=O)C)Br 6-(4-amino-3-bromophenyl)-5-methyl-4,5-dihydropyridazin-3(2H)-one